Cl.FC=1C=CC(=C(C(=O)N(C(C)C)C(C)C)C1)OC1=C(N=CN=N1)N1CC2(C1)CCN(CC2)CC=2CCNCC2 5-fluoro-N,N-diisopropyl-2-((5-(7-((1,2,3,6-tetrahydropyridin-4-yl)methyl)-2,7-diazaspiro[3.5]nonan-2-yl)-1,2,4-triazin-6-yl)oxy)benzamide hydrochloride